C1(CCC1)CNCC=1NC2=CC(=CC=C2C1)CN1C(C2=CN=CC(=C2C=C1)N1CCC2(COC2)C1)=O 2-[[2-[(cyclobutylmethylamino)methyl]-1H-indol-6-yl]methyl]-5-(2-oxa-7-azaspiro[3.4]octan-7-yl)-2,7-naphthyridin-1-one